C1(=CC=CC=C1)NNC1=CC=CC=C1 1,2-diphenylhydrazine